CO[Si](C1=CC=C(C=C1)C=C)(C1=CC=2C=CC3=CC=CC=C3C2C=C1)OC Dimethoxy(2-phenanthryl)(4-vinylphenyl)silane